C(C)(C)C=1C=C2N(C(=NN(C2=O)CC(=O)OCC)C(C)OS(=O)(=O)C)C1 ethyl 2-(7-isopropyl-4-(1-((methylsulfonyl)oxy)ethyl)-1-oxopyrrolo[1,2-d][1,2,4]triazin-2(1H)-yl)acetate